2,4,6-tri(difluoromethyl)-1,3,5-triazine FC(C1=NC(=NC(=N1)C(F)F)C(F)F)F